2-((R)-3-(4-(4-methyl-5,6,7,8-tetrahydro-1,8-naphthyridin-2-yl)butoxy)pyrrolidin-1-yl)-2-phenylacetic acid CC1=CC(=NC=2NCCCC12)CCCCO[C@H]1CN(CC1)C(C(=O)O)C1=CC=CC=C1